1-[4-(4-Chloro-3-fluorophenyl)piperidin-1-yl]-2-{3-[(2R,6S)-2,6-dimethylmorpholin-4-carbonyl]-5,6-dihydrocyclopenta[c]pyrazol-1(4H)-yl}ethan-1-on ClC1=C(C=C(C=C1)C1CCN(CC1)C(CN1N=C(C2=C1CCC2)C(=O)N2C[C@H](O[C@H](C2)C)C)=O)F